C(=CC1=CC=CC=C1)C1=CC=C(C=C1)C=CC1=CC=CC=C1 1,4-bis(styryl)benzene